C(C(=O)[O-])(=O)[O-].[Na+].[Gd+3].C(C(=O)[O-])(=O)[O-] gadolinium sodium oxalate